N-((5,5-Difluoro-1-(3-methyl-6-((4-(trifluoromethoxy)pyridin-2-yl)amino)pyridine-2-carbonyl)Piperidin-2-yl)methyl)acetamide FC1(CCC(N(C1)C(=O)C1=NC(=CC=C1C)NC1=NC=CC(=C1)OC(F)(F)F)CNC(C)=O)F